BrC1=CC=2C(C3=CC=C(C=C3NC2C=C1)OCC1CC1)(C)C 2-bromo-6-(cyclopropylmethoxy)-9,9-dimethyl-9,10-dihydroacridine